C(CCCCCCC)NC(S)=S n-octyl-dithiocarbamic acid